FC1=C(C(=CC(=C1)OC)F)C1=C(C(N(N1C)C1=NC(=CC=C1C(F)(F)F)NCCO)=O)NC(C1=CC=C(C=C1)OC(F)F)=O N-[5-(2,6-difluoro-4-methoxyphenyl)-2-{6-[(2-hydroxyethyl)amino]-3-(trifluoromethyl)pyridin-2-yl}-1-methyl-3-oxo-2,3-dihydro-1H-pyrazol-4-yl]-4-(difluoromethoxy)benzamide